2-[5-[2-[[3-fluoro-5-(1,1,2,2,3,3,3-heptafluoropropyl)-2-pyridyl]carbamoyl]-4-nitro-phenyl]sulfanyltetrazol-1-yl]ethyl 2-(dimethylamino)acetate CN(CC(=O)OCCN1N=NN=C1SC1=C(C=C(C=C1)[N+](=O)[O-])C(NC1=NC=C(C=C1F)C(C(C(F)(F)F)(F)F)(F)F)=O)C